O\C(=C\1/C(OC=2C1=CC=1OCOC1C2)=O)\C2=C(C=C(C=C2OC)OC)OC 7-[(Z)-hydroxy(2,4,6-trimethoxyphenyl)methylidene]furo[2',3':1,2]benzo[4,5-d][1,3]dioxolan-6-one